FC1=C(C#N)C=C(C=C1)SC=1C(=C2C=CN(C2=CC1F)S(=O)(=O)C1=CC=CC=C1)CN1N=CC(=C1)C(C)(CC=C)C Fluoro-5-((6-fluoro-4-((4-(2-methylpent-4-en-2-yl)-1H-pyrazol-1-yl)methyl)-1-(phenylsulfonyl)-1H-indol-5-yl)thio)benzonitrile